C(C=C)OCC(C(C)C)S(=O)(=O)[O-] 1-allyloxymethyl-2-methylpropyl-sulfonate